2-chloro-4-nitrophenyl O,O-dimethyl phosphorothioate P(OC1=C(C=C(C=C1)[N+](=O)[O-])Cl)(OC)(OC)=S